[2-(2,4-dichlorophenyl) cyclobutyl] (2S)-2-[(3-hydroxy-4-methoxy-pyridine-2-carbonyl) amino]propanoate OC=1C(=NC=CC1OC)C(=O)N[C@H](C(=O)OC1C(CC1)C1=C(C=C(C=C1)Cl)Cl)C